(S)-4-(2-chloro-6-morpholinopyrimidin-4-yl)-3-methylmorpholine ClC1=NC(=CC(=N1)N1[C@H](COCC1)C)N1CCOCC1